CC1(C(OB(O1)C=1C=C(C2=C(OC3=C2C=CC=C3)C1)C1=CC=CC=C1)(C)C)C tetramethyl-2-(1-phenyldibenzofuran-3-yl)-1,3,2-dioxaborolane